CC1=NC(=CC=C1C=1CCCC2=C(C1C1=CC(=C(C=C1)CC1CN(C1)CCCF)F)C=CC(=C2)C(=O)O)C 8-(2,6-dimethylpyridin-3-yl)-9-(3-fluoro-4-((1-(3-fluoropropyl)azetidin-3-yl)methyl)phenyl)-6,7-dihydro-5H-benzo[7]annulene-3-carboxylic acid